7-bromo-5-fluoro-N-(4-fluoropyrazolo[1,5-a]pyridin-5-yl)quinazolin-4-amine BrC1=CC(=C2C(=NC=NC2=C1)NC1=C(C=2N(C=C1)N=CC2)F)F